C(C1=CC=CC=C1)NC(CC1=NC=C(C=C1)C1=C(C=C(C=C1)OCCBr)F)=O N-benzyl-2-(5-(4-(2-Bromoethoxy)-2-fluorophenyl)pyridin-2-yl)acetamide